C(C)(C)(C)OC(=O)N1[C@](C[C@H](CC1)NC([C@H](C(C)(C)C)NC(=O)OC(C)(C)C)=O)(C(=O)O)CCCCB1OC(C(O1)(C)C)(C)C (2R,4S)-1-(tert-butoxycarbonyl)-4-((S)-2-((tert-butoxycarbonyl)amino)-3,3-dimethylbutanamido)-2-(4-(4,4,5,5-tetramethyl-1,3,2-dioxaborolan-2-yl)butyl)piperidine-2-carboxylic acid